benzyl (1-oxo-2-((2-(trimethylsilyl)ethoxy)methyl)-1,2-dihydrophthalazin-6-yl)carbamate O=C1N(N=CC2=CC(=CC=C12)NC(OCC1=CC=CC=C1)=O)COCC[Si](C)(C)C